COC(=O)C1CNC(=C1C)C1=C(C=CC=C1)C(F)(F)F 4-methyl-5-(2-trifluoromethyl-phenyl)-2,3-dihydro-1H-pyrrole-3-carboxylic acid methyl ester